C(CCCCC)NC1CN(CCC1)C=1N=NC(=CC1)C1=C(C=CC=C1)OC N-hexyl-1-(6-(2-methoxyphenyl)pyridazin-3-yl)piperidin-3-amine